C(=C)OC(CCCCCCCCCCC)=O lauric acid vinylester